(1S,2S,4R)-bicyclo[2.2.1]heptan-2-ol [C@H]12[C@H](C[C@H](CC1)C2)O